6-(((3S,4S)-4-fluoropyrrolidin-3-yl)(methyl)amino)-2-(3-((R)-1,1,2-trifluoro-1-(4-methyl-4H-1,2,4-triazol-3-yl)propan-2-yl)phenyl)-4-(trifluoromethyl)isoindolin-1-one F[C@@H]1[C@H](CNC1)N(C1=CC(=C2CN(C(C2=C1)=O)C1=CC(=CC=C1)[C@@](C(C1=NN=CN1C)(F)F)(C)F)C(F)(F)F)C